O1CCC(CC1)C1=NC=2C(=NC=CC2[C@@H]2CC[C@H](CC2)C(=O)N2CCC(CC2)OC(F)(F)F)N1 (trans)-[4-(2-tetrahydropyran-4-yl-3H-imidazo[4,5-b]pyridin-7-yl)cyclohexyl]-[4-(trifluoromethoxy)-1-piperidyl]methanone